Methyl 5-((1,3-dioxol-2-yl) methyl)-5,6-dihydrobenzo[4,5]imidazo[2,1-a]isoquinoline-5-carboxylate O1C(OC=C1)CC1(CN2C(C=3C=CC=CC13)=NC1=C2C=CC=C1)C(=O)OC